1-(5-methoxy-2-(1-methyl-1H-pyrazol-4-yl)-4-nitrophenyl)-1'-(piperidin-4-ylmethyl)-4,4'-bipiperidine COC=1C(=CC(=C(C1)N1CCC(CC1)C1CCN(CC1)CC1CCNCC1)C=1C=NN(C1)C)[N+](=O)[O-]